1-(3-(6-chloro-5-ethoxy-7-fluoro-1-methyl-3-(1H-pyrazol-4-yl)-1H-indol-2-yl)-1H-1,2,4-triazol-5-yl)ethan-1-one ClC1=C(C=C2C(=C(N(C2=C1F)C)C1=NNC(=N1)C(C)=O)C=1C=NNC1)OCC